C(CCCC)NC(=O)NCCCCC di-N-pentyl-urea